C(C)(=O)N1CCC(CC1)C1=NC=2C(=C3C(=NC2)NC=C3)N1C1CCC(CC1)CC#N 2-((1r,4r)-4-(2-(1-acetylpiperidin-4-yl)imidazo[4,5-d]Pyrrolo[2,3-b]Pyridine-1(6H)-yl)cyclohexyl)acetonitrile